(3-fluoro-2-methyl-4-(4,4,5,5-tetramethyl-1,3,2-dioxaborolan-2-yl)phenyl)methanamine hydrochloride Cl.FC=1C(=C(C=CC1B1OC(C(O1)(C)C)(C)C)CN)C